(S)-(3-amino-2-((tert-butyldimethylsilyl)oxy)propyl)carbamic acid tert-butyl ester C(C)(C)(C)OC(NC[C@H](CN)O[Si](C)(C)C(C)(C)C)=O